C(CCCCCCC\C=C/CCCCCCCC)(=O)OC[C@@H](OC(CCCCCCC\C=C/CCCCCCCC)=O)CO 1,2-di(6Z-oleoyl)-sn-glycerol